2-(2-hydroxy-phenyl)benzotriazole S-(diisopropoxyphosphoryl)methyl-Ethanethioate C(C)(C)OP(=O)(OC(C)C)CS=C(C)O.OC1=C(C=CC=C1)N1N=C2C(=N1)C=CC=C2